(+/-)-[3-(azepan-2-yl)-2-pyridyl]methanol N1[C@H](CCCCC1)C=1C(=NC=CC1)CO |r|